CC1=CC=C(C=C1)C=1CC(=NC2=C(N1)C=CC=C2)C2=CC=CC=C2 2-(4-methylphenyl)-4-phenyl-3H-1,5-benzodiazepine